O=C1NC(CCC1N1C(C2=CC=C(C=C2C1=O)NS(=O)(=O)C1=C(C(=C(C=C1)F)C)C)=O)=O N-[2-(2,6-dioxo-3-piperidyl)-1,3-dioxo-isoindolin-5-yl]-4-fluoro-2,3-dimethyl-benzenesulfonamide